2-METHOXYPYRIDINE-6-BORONIC ACID, HYDROCHLORIDE SALT Cl.COC1=NC(=CC=C1)B(O)O